4-(difluoromethoxy)-3-(1-methyl-4-[pyrazolo[1,5-a]pyrimidine-3-amido]-1H-pyrazol-3-yl)benzene FC(OC1=C(C=CC=C1)C1=NN(C=C1NC(=O)C=1C=NN2C1N=CC=C2)C)F